C(C1=CC=CC=C1)(C1=CC=CC=C1)N1CCC(CC1)N1CC2=CC=C(C=C2C1)Br 2-(1-benzhydryl-piperidin-4-yl)-5-bromoisoindoline